N-((1R,2R)-2-amino-2,3-dihydro-1H-inden-1-yl)-4-(7H-pyrrolo[2,3-d]pyrimidin-4-yl)-3,4-dihydro-2H-1,4-thiazine-6-carboxamide N[C@H]1[C@@H](C2=CC=CC=C2C1)NC(=O)C1=CN(CCS1)C=1C2=C(N=CN1)NC=C2